F[C@@H]1CN(CC1)C(C)C1=CC(=C2CN(C(C2=C1)=O)C1=CC(=CC=C1)[C@@](C(C1=NN=CN1C)(F)F)(C)F)C(F)(F)F 6-(1-((S)-3-fluoropyrrolidin-1-yl)ethyl)-2-(3-((R)-1,1,2-trifluoro-1-(4-methyl-4H-1,2,4-triazol-3-yl)propan-2-yl)phenyl)-4-(trifluoromethyl)isoindolin-1-one